COC=1C(=CC2=CN(N=C2C1)[C@H]1[C@H](C[C@@H](CC1)NC(CC)=O)C)C(=O)NC=1C(N(C=CC1)C)=O 6-Methoxy-N-(1-methyl-2-oxo-1,2-dihydropyridin-3-yl)-2-((1R,2S,4R)-2-methyl-4-(N-methylacetylamino)cyclohexyl)-2H-indazole-5-carboxamide